methyl (Z)-2-azido-3-(4-chloro-2-methoxy-phenyl)prop-2-enoate N(=[N+]=[N-])\C(\C(=O)OC)=C/C1=C(C=C(C=C1)Cl)OC